[(propylcarbamoyl)amino]benzene C(CC)NC(=O)NC1=CC=CC=C1